OCC1C(C(CO1)(O)C)O 5-(hydroxymethyl)-3-methyloxacyclopentane-3,4-diol